ClC1=C(C(=O)NC2=CC=C3C=C(N(C3=C2)C)C(=O)O)C=C(C=C1)CNC(C(C)C)=O 6-(2-chloro-5-(isobutyrylaminomethyl)benzoylamino)-1-methyl-1H-indole-2-carboxylic acid